ClC1=C(C=C(C=C1)C(C=1NC(=C(N1)SC)C)C1=CC(=C(C=C1)Cl)F)F 2-[bis(4-chloro-3-fluorophenyl)methyl]-5-methyl-4-(methylsulfanyl)-1H-imidazole